7-(4-methylpiperidin-1-yl)-5-oxa-2-azaspiro[3.4]octane-2-carboxylic acid tert-butyl ester C(C)(C)(C)OC(=O)N1CC2(C1)OCC(C2)N2CCC(CC2)C